C(=O)(OCC)C(O)C(O)C(=O)OCC diethyl tartrate